FC(OC=1C=2N(N=C(C1)C=1N=C3N(C(C1)=O)C=C(S3)N3CCNCC3)C=C(N2)C)F 7-[8-(difluoromethoxy)-2-methyl-imidazo[1,2-b]pyridazin-6-yl]-2-piperazin-1-yl-thiazolo[3,2-a]pyrimidin-5-one